N-(4-pyridyl)-N-methyldithiocarbamate N1=CC=C(C=C1)N(C([S-])=S)C